P(=O)(O)(O)OC[C@@H]1[C@H]([C@@H]([C@@H](C(O)O1)N)O)O 6-phosphomannosamine